C(#N)C1=CC=C(C=C1)N1[C@@H](CCC(C1)C1=CC=C(C=C1)C(F)(F)F)C(=O)O (2S)-1-(4-cyanophenyl)-5-(4-(trifluoromethyl)phenyl)piperidine-2-carboxylic acid